CN1C(N(C=2C1=NC=C(C2)C=2SC(=CC2)C(F)(F)F)CC(=O)O)=O 2-(3-methyl-2-oxo-6-(5-(trifluoromethyl)thiophen-2-yl)-2,3-dihydroimidazo[4,5-b]pyridin-1-yl)acetic acid